2-(2-fluorophenethyl)-6-(3-(trifluoromethyl)phenyl)-3,4-dihydroisoquinolin-1(2H)-one FC1=C(CCN2C(C3=CC=C(C=C3CC2)C2=CC(=CC=C2)C(F)(F)F)=O)C=CC=C1